C1(CC1)NC(C([C@@H](C[C@@H]1C(N[C@@H](C1)C)=O)C=1C(=C(C(=O)N)C=CC1)NC(CCC(F)(F)F)=O)=O)=O ((1S)-3-(cyclopropylamino)-1-[[(3S,5R)-5-methyl-2-oxo-pyrrolidin-3-yl]methyl]-2,3-dioxo-propyl)-2-(4,4,4-trifluorobutanoylamino)benzamide